The molecule is a hydroxyindole that is 2H-pyrrol-2-one which is substituted at positions 3 and 5 by 1H-indol-3-yl and 5-hydroxy-1H-indol-3-yl groups, respectively. It is an intermediate in the biosynthesis of the purple chromobacterial pigment violacein from L-tryptophan. It has a role as a bacterial metabolite. It is a member of hydroxyindoles and a member of pyrroles. It derives from a L-tryptophan. C1=CC=C2C(=C1)C(=CN2)C3=CC(=NC3=O)C4=CNC5=C4C=C(C=C5)O